(R)-N-(4-((2-((5-(tert-butyl)-1-(1-(2-fluoroethyl)pyrrolidin-3-yl)-1H-pyrazol-3-yl)amino)-1-methyl-1H-imidazo[4,5-b]pyridin-6-yl)oxy)pyridin-2-yl)cyclopropanecarboxamide C(C)(C)(C)C1=CC(=NN1[C@H]1CN(CC1)CCF)NC=1N(C=2C(=NC=C(C2)OC2=CC(=NC=C2)NC(=O)C2CC2)N1)C